Methyl (2S)-2-{[(tert-butoxy)carbonyl]amino}-3-(2-chloro-4-cyanophenyl)propanoate C(C)(C)(C)OC(=O)N[C@H](C(=O)OC)CC1=C(C=C(C=C1)C#N)Cl